2-(3-Azabicyclo[3.1.0]hexan-3-yl)-6-chloro-4-(1-(cyclopropylmethyl)piperidin-4-yl)pyridin-3-amine C12CN(CC2C1)C1=NC(=CC(=C1N)C1CCN(CC1)CC1CC1)Cl